dihexylaluminum n-butoxide [O-]CCCC.C(CCCCC)[Al+]CCCCCC